C(C)(C)[Si](OCC1=NC2=C(N1)C=CC=C2)(C(C)C)C(C)C 2-(((triisopropylsilyl)oxy)methyl)-1H-benzo[d]imidazole